1-bromo-2,3,5,6-tetrafluoro-4-(1,2,2-trifluorovinyl)benzene ethyl-1-(3-ethynylphenyl)-6-oxo-pyridine-3-carboxylate C(C)OC(=O)C1=CN(C(C=C1)=O)C1=CC(=CC=C1)C#C.BrC1=C(C(=C(C(=C1F)F)C(=C(F)F)F)F)F